OC(CC=CCOCC(C)O)C 2-hydroxypropyl (2-hydroxypropyl)allyl ether